5-chloro-N-((1r,4r)-4-((3-(2,5-difluorophenyl)-3-hydroxy-2-oxoindolin-1-yl)methyl)cyclohexyl)-2-(trifluoromethoxy)benzamide ClC=1C=CC(=C(C(=O)NC2CCC(CC2)CN2C(C(C3=CC=CC=C23)(O)C2=C(C=CC(=C2)F)F)=O)C1)OC(F)(F)F